O1C(OCC1)CCCOC1=CC(=C(C=C1)C1CCN(CC1)C1=C(C(=C(C#N)C=C1)C(F)(F)F)F)C 4-(4-{4-[3-(1,3-dioxolan-2-yl)propoxy]-2-methylphenyl}piperidin-1-yl)-3-fluoro-2-(trifluoromethyl)benzonitrile